6-(1'-cyclopropyl-[1,4'-bipiperidin]-4-yl)-2-(3,4-dimethoxyphenyl)-[1,2,4]triazolo[1,5-a]pyridine C1(CC1)N1CCC(CC1)N1CCC(CC1)C=1C=CC=2N(C1)N=C(N2)C2=CC(=C(C=C2)OC)OC